Copper (II) (2-ethylhexanoate) C(C)C(C(=O)[O-])CCCC.[Cu+2].C(C)C(C(=O)[O-])CCCC